O[C@@H]1CC2=C[C@H]([C@H]3[C@@H]4CC[C@H]([C@@H](CCC(C(C(=O)O)C)O)C)[C@]4(CC[C@@H]3[C@]2(CC1)C)C)O 3β,7α,24-S-trihydroxy-5-cholestenoic acid